5-(3-methoxyazetidin-1-yl)pyridazin-3(2H)-one COC1CN(C1)C1=CC(NN=C1)=O